Samarium-iron [Fe].[Sm]